2-(4-((4-(4-(Furan-2-yl)benzyl)piperazin-1-yl)methyl)-2,6-dimethylphenoxy)-2-methylpropanoic acid O1C(=CC=C1)C1=CC=C(CN2CCN(CC2)CC2=CC(=C(OC(C(=O)O)(C)C)C(=C2)C)C)C=C1